C(C)C(C(=O)OCCOCCOCCC)CCCC 2-(2-propoxyethoxy)ethyl 2-ethylhexanoate